(E)-3-(4-(isopropoxy)-3-methoxyphenyl)-1-(piperazin-1-yl)prop-2-en-1-one C(C)(C)OC1=C(C=C(C=C1)/C=C/C(=O)N1CCNCC1)OC